C1(=CC=CC=C1)NC1=CC(=CC=C1)N N-phenyl-1,3-phenylendiamine